(R)-6-(hydroxymethyl)piperazin-2-one OC[C@H]1CNCC(N1)=O